ethynyl-6-methyl-1,3,6,2-dioxazaborocane-4,8-dione C(#C)B1OC(CN(CC(O1)=O)C)=O